3-(2-butylphenyl)-2-iminothiazolidin-4-one C(CCC)C1=C(C=CC=C1)N1C(SCC1=O)=N